O=S1(C=2C=CC=C(N(CCCCCCC3=CC=CC=C3C3=CSC(N1)=N3)CC(C(=O)O)(C)C)N2)=O 3-(2,2-dioxo-2λ6,5-dithia-3,20,25,26-tetrazatetracyclo[19.3.1.14,7.08,13]hexacosa-1(25),4(26),6,8,10,12,21,23-octaen-20-yl)-2,2-dimethyl-propanoic acid